C(CCC)OC(OCCCC)C1=C(C=CC=C1)[N+](=O)[O-] (dibutoxymethyl)-2-nitrobenzene